(4-bromo-2-chlorophenyl)(3,3-difluoroazetidin-1-yl)methanone BrC1=CC(=C(C=C1)C(=O)N1CC(C1)(F)F)Cl